tert-butyl (R)-4-(6-((6-(4-(1-(3-(tert-butyl)-1,2,4-oxadiazole-5-carboxamido)ethyl)-3-methylphenyl)pyrimidin-4-yl)amino)-4-fluoropyridin-3-yl)piperazine-1-carboxylate C(C)(C)(C)C1=NOC(=N1)C(=O)N[C@H](C)C1=C(C=C(C=C1)C1=CC(=NC=N1)NC1=CC(=C(C=N1)N1CCN(CC1)C(=O)OC(C)(C)C)F)C